C1=CC=C(C(=C1)O)O oxyphenic acid